2,6-di-tert-butyl-4-ethylanisole C(C)(C)(C)C1=C(C(=CC(=C1)CC)C(C)(C)C)OC